tert-butyl (s)-2-((s)-1-(3-(methoxy carbonyl)-4-methylphenoxy)ethyl)azetidine-1-carboxylate COC(=O)C=1C=C(O[C@@H](C)[C@H]2N(CC2)C(=O)OC(C)(C)C)C=CC1C